3-(2-chloro-5-fluorophenyl)-4-(piperidin-3-ylamino)isoindolin-1-one ClC1=C(C=C(C=C1)F)C1NC(C2=CC=CC(=C12)NC1CNCCC1)=O